hexyl diethylhydroxybenzoate (Diethylamino Hydroxybenzoyl HexylBenzoate) C(C)N(CC)C=1C(=C(C(=C(C(=O)O)C1)CCCCCC)C(C1=CC=CC=C1)=O)O.C(C)C1=C(C(=C(C(=O)OCCCCCC)C=C1)O)CC